C1(=CC=C(C=C1)N(C1=CC=C(C=C1)B(O)O)C1=CC=2C(C3=CC=CC=C3C2C=C1)(C)C)C1=CC=CC=C1 (4-([1,1'-biphenyl]-4-yl-(9,9-dimethyl-9H-fluorene-2-yl)amino)phenyl)boronic acid